2-(4-amino-3-methylphenoxy)ethylcarbamic acid tert-butyl ester C(C)(C)(C)OC(NCCOC1=CC(=C(C=C1)N)C)=O